CC1(OCCC1)OCCCC(C)O 5-((2-methyltetrahydrofuran-2-yl)oxy)pentan-2-ol